tin-silver-copper-aluminum [Al].[Cu].[Ag].[Sn]